bis(3-diethoxymethyl-silylpropyl)urea C(C)OC(C(CCNC(NCCC(C(OCC)OCC)[SiH3])=O)[SiH3])OCC